tert-butyl (3S)-3-{[6-methyl-5-([1,2,4]triazolo[1,5-a]pyridin-2-yl)pyridin-2-yl]amino}pyrrolidine-1-carboxylate CC1=C(C=CC(=N1)N[C@@H]1CN(CC1)C(=O)OC(C)(C)C)C1=NN2C(C=CC=C2)=N1